CN(C1=CC(=C(C=N1)C1CN(C1)C(=O)[C@@H]1CC[C@H]2N1C([C@H](CCC2)NC(=O)C2=CC1=C(S2)C=CC(=C1)CP(O)(O)=O)=O)C)C ((2-(((3S,6S,9aS)-3-(3-(6-(dimethylamino)-4-methylpyridin-3-yl)azetidine-1-carbonyl)-5-oxooctahydro-1H-pyrrolo[1,2-a]azepin-6-yl)carbamoyl)benzo[b]thiophen-5-yl)methyl)phosphonic acid